C(C)N(C1=NC=NC(=C1OCC)NC1=NNC(=C1)C)CC 4-(diethylamino)-5-ethoxy-6-((5-methyl-1H-pyrazol-3-yl)amino)pyrimidin